CO[Si](O)(O)O.[Si](O)(O)(O)O orthosilicic acid Methyl-silicate